bis((perfluoroprop-2-yl)sulfonyl)amine FC(C(C(F)(F)F)(S(=O)(=O)NS(=O)(=O)C(C(F)(F)F)(C(F)(F)F)F)F)(F)F